BrC1=C(C=C(C(=O)N2CC=3N(CC2)C(N(C3C(=O)NCC3=C(C=CC=C3)N3N=CC=C3)C3=CC=C(C=C3)OCC(F)(F)F)=O)C=C1)Cl 7-(4-bromo-3-chloro-benzoyl)-3-oxo-N-[(2-pyrazol-1-ylphenyl)methyl]-2-[4-(2,2,2-trifluoroethoxy)phenyl]-6,8-dihydro-5H-imidazo[1,5-a]pyrazine-1-carboxamide